tert-butyl N-[2-[5-[[(1-tert-butylpyrrole-3-carbonyl)amino]methyl]-1,2,4-oxadiazol-3-yl]-1-(2,2,2-trifluoroethyl)indol-4-yl]carbamate C(C)(C)(C)N1C=C(C=C1)C(=O)NCC1=NC(=NO1)C=1N(C2=CC=CC(=C2C1)NC(OC(C)(C)C)=O)CC(F)(F)F